C1(CC1)C1CC(NCC1)=O 4-cyclopropylpiperidin-2-one